FC1(CCC(CC1)NC(=O)C=1C=C(SC1)[C@H]1[C@@H](C1)NC(OC(C)(C)C)=O)F tert-butyl (trans-2-(4-((4,4-difluorocyclohexyl)carbamoyl)thiophen-2-yl)cyclopropyl)carbamate